3-bromo-7-methyl-5H,6H-cyclopenta[b]pyridine-7-carboxylic acid BrC=1C=C2C(=NC1)C(CC2)(C(=O)O)C